6-bromo-2-(1-(2,5-difluorophenyl)-4-(triisopropylsilyl)but-3-yn-1-yl)-4-fluoroisoindoline-1-one BrC1=CC(=C2CN(C(C2=C1)=O)C(CC#C[Si](C(C)C)(C(C)C)C(C)C)C1=C(C=CC(=C1)F)F)F